Azetidin-3-ylmethyl-(carboxymethyl)-[5-[[4-[[3-(2,3-difluoro-4-methoxy-phenyl)imidazo[1,2-a]pyrazin-8-yl]amino]-2-ethyl-benzoyl]amino]pentyl]-methyl-ammonium formate C(=O)[O-].N1CC(C1)C[N+](C)(CCCCCNC(C1=C(C=C(C=C1)NC=1C=2N(C=CN1)C(=CN2)C2=C(C(=C(C=C2)OC)F)F)CC)=O)CC(=O)O